7,11-bis(mercaptomethyl)-3,6,9,12,15-pentathiaheptadecane-1,17-dithiol SCC(SCCSCCS)CSCC(SCCSCCS)CS